OC1=CC(=CC2=CC=CC=C12)O hydroxy-3-hydroxynaphthalene